(R)-4-(1-(2-(2-methoxyphenyl)-2-((tetrahydro-2H-pyran-4-yl)oxy)ethyl)-5-methyl-2,4-dioxo-1,4-dihydrothieno[2,3-d]pyrimidin-3(2H)-yl)pyridine-2-carboxylic acid ethyl ester C(C)OC(=O)C1=NC=CC(=C1)N1C(N(C2=C(C1=O)C(=CS2)C)C[C@H](OC2CCOCC2)C2=C(C=CC=C2)OC)=O